OC=1C=C2CC[C@@H]([C@@H](C2=CC1)C1=CC=C(C=C1)N1CCC2(CN(C2)CC(=O)O)CC1)C1=CC=CC=C1 2-(7-(4-((1R,2S)-6-hydroxy-2-phenyl-1,2,3,4-tetrahydronaphthalen-1-yl)phenyl)-2,7-diazaspiro[3.5]nonan-2-yl)acetic acid